8-Fluoro-3-hydroxyquinoline FC=1C=CC=C2C=C(C=NC12)O